5-(Difluoromethyl)-6-(3-methylimidazo[4,5-c]pyridin-7-yl)-3-(4-morpholinoanilino)pyrazine FC(C=1N=C(C=NC1C=1C2=C(C=NC1)N(C=N2)C)NC2=CC=C(C=C2)N2CCOCC2)F